NCC(=O)N1CC(C1)NC(=O)C1=C(C=C(C=C1)NC(=O)C=1N(C(=CN1)C1=C(C(=C(C=C1)OC)F)F)C)Cl N-[4-[[1-(2-aminoacetyl)azetidin-3-yl]carbamoyl]-3-chloro-phenyl]-5-(2,3-difluoro-4-methoxy-phenyl)-1-methyl-imidazole-2-carboxamide